N-(3-(imidazo[4,5-d]pyrrolo[2,3-b]pyridin-1(6H)-yl)bicyclo[1.1.1]pentan-1-yl)cyclopropane-carboxamide N1(C=NC=2C1=C1C(=NC2)NC=C1)C12CC(C1)(C2)NC(=O)C2CC2